C1(=CC=CC=C1)C1=CC=CC2=C1C(=C(S2)N)C2=CC=CC=C2 diphenyl-aminobenzothiophene